BrC=1C=C2C=C(N=CC2=CC1I)CNCC(C)C N-((6-bromo-7-iodoisoquinolin-3-yl)methyl)-2-methylpropan-1-amine